3-chloro-N-((1s,4s)-4-hydroxycyclohexyl)benzenesulfonamide ClC=1C=C(C=CC1)S(=O)(=O)NC1CCC(CC1)O